C(C)(C)N1N=C(C(=C1C)O)C1=CC=CC=C1 1-isopropyl-5-methyl-3-phenyl-1H-pyrazole-4-ol